Methyl N-acetyl-S-(phenoxycarbonyl)cysteinate C(C)(=O)N[C@@H](CSC(=O)OC1=CC=CC=C1)C(=O)OC